5-(1-(2,2-difluoroethyl)-2-methyl-1H-imidazo[4,5-b]pyridin-6-yl)-N-(cis-3-(4-methylpiperazin-1-yl)cyclobutyl)pyrrolo[2,1-f][1,2,4]triazin-2-amine FC(CN1C(=NC2=NC=C(C=C21)C=2C=CN1N=C(N=CC12)N[C@@H]1C[C@@H](C1)N1CCN(CC1)C)C)F